1-(4-methylpyridin-2-yl)-5-(trifluoromethyl)-1H-pyrazole-4-carboxamide CC1=CC(=NC=C1)N1N=CC(=C1C(F)(F)F)C(=O)N